2-[[4-[3-fluoro-5-methoxy-2-(2H-tetrazol-5-yl)phenyl]piperazin-1-yl]-methyl]-3H-quinazolin-4-one FC=1C(=C(C=C(C1)OC)N1CCN(CC1)CC1=NC2=CC=CC=C2C(N1)=O)C=1N=NNN1